tri-n-butyl-(2-(4-chloro-2-fluorophenyl)-2-methylbenzo[d][1,3]dioxolan-4-yl)tin C(CCC)[Sn](C1=CC=CC=2OC(OC21)(C)C2=C(C=C(C=C2)Cl)F)(CCCC)CCCC